O=C([C@@H]([C@H](N)C(=O)O)C)C γ-keto-L-isoleucine